(1R,2R)-2-[(1R)-1-(4,4-diethyl-2-imino-6-oxo-hexahydropyrimidin-1-yl)-3-methoxy-propyl]-N-[(3S,4R)-3-hydroxy-2,2-dimethyl-chroman-4-yl]cyclopropanecarboxamide C(C)C1(NC(N(C(C1)=O)[C@H](CCOC)[C@H]1[C@@H](C1)C(=O)N[C@H]1[C@@H](C(OC2=CC=CC=C12)(C)C)O)=N)CC